ClC=1C=CC2=C(CC3(CC=4N2C(=NN4)[C@@H]4CC[C@H](CC4)NCC4=CC=C(C=C4)OC)OCCO3)C1 trans-4-(8'-chloro-4'H,6'H-spiro[1,3-dioxolane-2,5'-[1,2,4]triazolo[4,3-a][1]benzazepin]-1'-yl)-N-(4-methoxybenzyl)-cyclohexanamine